N1(CCCC1)CC(=O)Cl 2-pyrrolidin-1-yl-acetyl chloride